FC(C=1C(=C(C=C2NC(C=3N(C12)C(=NN3)C)(C)C)F)C3=C1C=CN(C1=CC=C3)CCOC)F 9-(Difluoro-methyl)-7-fluoro-8-[1-(2-methoxy-ethyl)-1H-indol-4-yl]-1,4,4-trimethyl-5H-[1,2,4]triazolo[4,3-a]quinoxaline